BrNC1=CC(=CC=C1)CCC bromo-3-propylaniline